The molecule is conjugate base of 15(S)-HPETE arising from deprotonation of the carboxylic acid function. It has a role as a human metabolite. It is a conjugate base of a 15(S)-HPETE. It is an enantiomer of a 15(R)-HPETE(1-). CCCCC[C@@H](/C=C/C=C\\C/C=C\\C/C=C\\CCCC(=O)[O-])OO